O=C1NC(CCC1N1C(C2=CC=C(C=C2C1)C(=O)N[C@H](C(C)C)C1=CC=CC=C1)=O)=O 2-(2,6-dioxopiperidin-3-yl)-N-((R)-2-methyl-1-phenylpropyl)-1-oxoisoindoline-5-carboxamide